3-(6,7-Dichloro-3-(1H-pyrazol-4-yl)-1H-indol-2-yl)propanoic acid ClC1=CC=C2C(=C(NC2=C1Cl)CCC(=O)O)C=1C=NNC1